5-(4-propoxyphenyl)-5,6-dihydropyrido[2,3-d]pyrimidine-4,7(3H,8H)-dione C(CC)OC1=CC=C(C=C1)C1CC(NC=2N=CNC(C21)=O)=O